C(=O)OC(CC)CCC (E) and (Z)-3-hexyl formate